CNC1=NC2=CC(=CC=C2C=C1)C1=NC=CC(=C1)NC(C=C)=O N-{2-[2-(methylamino)quinolin-7-yl]pyridin-4-yl}prop-2-enamide